BrC=1C=C(C=NC1)C1(CC(C1)C)C=1N(C(=NN1)S)C 5-(1-(5-bromopyridin-3-yl)-3-methylcyclobutyl)-4-methyl-4H-1,2,4-triazole-3-thiol